2-(2,2-difluoro-2-(1,4-dioxaspiro[4.5]dec-8-yl)ethyl)isoindoline-1,3-dione FC(CN1C(C2=CC=CC=C2C1=O)=O)(C1CCC2(OCCO2)CC1)F